CN(C(C)(C)C)CCCN1CCN(CC1)C N-methyl-N-tert-butyl-3-(4-methylpiperazin-1-yl)propylamine